CC(C1=CC=C(C=C1)S(=O)(=O)OCCCCCCCCCCCCCCCC)(C)C.[NH4+] ammonium hexadecyl trimethyl-p-toluenesulfonate